[N+](=O)([O-])C1=CC=C(C=C1)N1CCC(CC1)N1CCC(CC1)CNC(OC(C)(C)C)=O tert-butyl ((1'-(4-nitrophenyl)-[1,4'-bipiperidin]-4-yl)methyl)carbamate